3-(4-(1H-pyrazol-4-yl)phenyl)-6-((3S,5R)-3,4,5-trimethylpiperazin-1-yl)imidazo[1,2-b]pyridazine N1N=CC(=C1)C1=CC=C(C=C1)C1=CN=C2N1N=C(C=C2)N2C[C@@H](N([C@@H](C2)C)C)C